2,5-dihydroxy-imidazol OC=1NC(=CN1)O